The molecule is a dicarboxylic acid monoamide that is the mono-(2,3-dichloroanilide) of tetrachlorophthalic acid. It is used for the treatment of bacterial leaf blight in paddy rice. It has a role as an antibacterial agent and an agrochemical. It is a dicarboxylic acid monoamide, a tetrachlorobenzene, a dichlorobenzene and a benzanilide fungicide. C1=CC(=C(C(=C1)Cl)Cl)NC(=O)C2=C(C(=C(C(=C2Cl)Cl)Cl)Cl)C(=O)O